ClC1=NC(=NC(=C1)N1CCOCC1)NC1=NC=NC2=CC(=CC=C12)F N-(4-chloro-6-morpholinylpyrimidin-2-yl)-7-fluoroquinazolin-4-amine